1-methoxy-4-(2-(4-nitrophenoxy)ethyl)benzene COC1=CC=C(C=C1)CCOC1=CC=C(C=C1)[N+](=O)[O-]